(2S,4S)-1-(2-(4-((6-Chlorochinolin-4-yl)oxy)piperidin-1-yl)acetyl)-4-fluoropyrrolidin-2-carbonitril ClC=1C=C2C(=CC=NC2=CC1)OC1CCN(CC1)CC(=O)N1[C@@H](C[C@@H](C1)F)C#N